2-(2-(2,2,2-trifluoroethyl)-2-azaspiro[3.3]heptan-6-yl)ethan-1-ol FC(CN1CC2(C1)CC(C2)CCO)(F)F